CC1=C(C=CC=C1NC=1C2=C(N=CN1)C=C(C=N2)C=C)C2=CC=CC=C2 N-(2-methylbiphenyl-3-yl)-7-vinylpyrido[3,2-d]Pyrimidine-4-amine